C(C)(C)(C)OC(=O)NCC1=C(C=C(C=C1)NC(=O)C1=CC2=C(OCCC3=C2SC=C3)C=C1C=1C(=NC(=CC1)C(NCCC)=O)C(=O)OC)C(F)(F)F methyl 3-(9-((4-(((tert-butoxycarbonyl)amino)methyl)-3-(trifluoromethyl)phenyl)carbamoyl)-4,5-dihydrobenzo[b]thieno[2,3-d]oxepin-8-yl)-6-(propylcarbamoyl)picolinate